methyl (2Z)-2-{(2S)-1-[4'-fluoro-2-(trifluoromethyl)[biphenyl]-4-yl]-2-hydroxypropylidene}hydrazinecarboxylate FC1=CC=C(C=C1)C1=C(C=C(C=C1)/C(/[C@H](C)O)=N/NC(=O)OC)C(F)(F)F